N-[2-(3-bromopyridin-2-yl)-5-(2,6-difluoro-4-methoxyphenyl)-1-methyl-3-oxo-2,3-dihydro-1H-pyrazol-4-yl]-4-(difluoromethoxy)benzamide BrC=1C(=NC=CC1)N1N(C(=C(C1=O)NC(C1=CC=C(C=C1)OC(F)F)=O)C1=C(C=C(C=C1F)OC)F)C